N-(4-((methylamino)methyl)pyridin-2-yl)-5-(1H-pyrazol-4-yl)thiazolo[5,4-b]pyridin-2-amine CNCC1=CC(=NC=C1)NC=1SC2=NC(=CC=C2N1)C=1C=NNC1